BrC=1C=C2C=NN(C2=CC1C#N)C1=CC(=C(C(=C1)OCOC)F)F 5-Bromo-1-(3,4-difluoro-5-(methoxymethoxy)phenyl)-1H-indazole-6-carbonitrile